Cl.NC\C=C(\CN1N=NC2=C1C=C(C=C2C2=C(C=CC(=C2)S(N(CC)CC)(=O)=O)OC)C(=O)NOC)/F (Z)-1-(4-amino-2-fluorobut-2-en-1-yl)-4-(5-(N,N-diethylsulfamoyl)-2-methoxyphenyl)-N-methoxy-1H-benzo[d][1,2,3]triazol-6-carboxamide Hydrochloride